BrC=1C(=CC2=C(N(C=N2)C2=CC=C(C=C2)OC(C)(C)C)C1)C 6-bromo-1-(4-(tert-butoxy)phenyl)-5-methyl-1H-benzo[d]imidazole